(4-bromophenyl)-5-(4-methyl-piperazin-1-yl)-4,5,6,7-tetrahydro-2H-indazol-3-ol BrC1=CC=C(C=C1)N1N=C2CCC(CC2=C1O)N1CCN(CC1)C